C(C)(C)(C)OC(N[C@@H]1CC[C@H](CC1)C=1SC(=NN1)Br)=O trans-N-[4-(5-bromo-1,3,4-thiadiazol-2-yl)cyclohexyl]carbamic acid tert-butyl ester